5-(2-(3-chloro-5-methyl-8,9-dihydropyrido[3',2':4,5]pyrrolo[1,2-a]pyrazin-7(6H)-yl)-2-oxoethyl)tetrahydrofuran ClC1=CC=2C(=C3N(CCN(C3)C(CC3CCCO3)=O)C2N=C1)C